7-(2-((3aS,4R,6aR)-4-(4-amino-7H-pyrrolo[2,3-d]pyrimidin-7-yl)-2,2-dimethyl-3a,6a-dihydro-4H-cyclopenta[d][1,3]dioxol-6-yl)ethyl)-3-chloro-8-fluoroquinolin-2-amine NC=1C2=C(N=CN1)N(C=C2)[C@@H]2C=C([C@H]1OC(O[C@H]12)(C)C)CCC1=CC=C2C=C(C(=NC2=C1F)N)Cl